C(C)C1=NC(=NC(=N1)CC)C1=CC=C(C=C1)[N+](=O)[O-] 2,4-diethyl-6-p-nitrophenyl-1,3,5-triazine